tert-Butyl 7-((5-(allyloxy)pyridin-2-yl)methoxy)-3,4-dihydroisoquinoline-2(1H)-carboxylate C(C=C)OC=1C=CC(=NC1)COC1=CC=C2CCN(CC2=C1)C(=O)OC(C)(C)C